FC(C=1C=C(OC2=C(C(=O)Cl)C=CC=N2)C=CC1)(F)F 2-[3-(trifluoromethyl)phenoxy]-nicotinoyl chloride